1-phenyl-2-toluenesulfonic acid C1(=CC=CC=C1)C1(C)C(C=CC=C1)S(=O)(=O)O